2-(2-fluoro-4-((cis)-4-hydroxypyrrolidin-2-yl)phenyl)-N-(3-(4-fluoropiperidin-1-yl)propyl)-6-methoxybenzo[d]imidazo[2,1-b]thiazole-7-carboxamide dihydrochloride Cl.Cl.FC1=C(C=CC(=C1)[C@@H]1NC[C@@H](C1)O)C=1N=C2SC3=C(N2C1)C=C(C(=C3)C(=O)NCCCN3CCC(CC3)F)OC